7-(isoquinolin-4-yl)-2-methyl-2-phenyl-5,7-diazaspiro[3.4]octane-6,8-dione C1=NC=C(C2=CC=CC=C12)N1C(NC2(CC(C2)(C2=CC=CC=C2)C)C1=O)=O